N-[(6-Amino-2-pyridyl)sulfonyl]-6-[2-fluoro-5-(hydroxymethyl)phenyl]-2-(2,4,6-trimethylphenoxy)pyridin-3-carboxamid NC1=CC=CC(=N1)S(=O)(=O)NC(=O)C=1C(=NC(=CC1)C1=C(C=CC(=C1)CO)F)OC1=C(C=C(C=C1C)C)C